S1N=CC2=C1C=CC(=C2)NC(=O)C2CC21CN(C1)C(=O)N1CCN2CCC1CC2 N-(1,2-benzothiazol-5-yl)-5-{1,4-diazabicyclo[3.2.2]nonane-4-carbonyl}-5-azaspiro[2.3]hexane-1-carboxamide